hydroxy nitrobenzoate [N+](=O)([O-])C1=C(C(=O)OO)C=CC=C1